tetramethyl-10H-phenothiazine-3,7-diamine bis(methanesulfonate) CS(=O)(=O)O.CS(=O)(=O)O.CC1=C2SC=3C(=C(C(=C(C3NC2=CC=C1N)C)C)N)C